(S)-2,2-difluoro-N-(5-methyl-4-(1-methyl-1H-pyrazol-3-yl)pyridin-2-yl)cyclopropane-1-carboxamide FC1([C@@H](C1)C(=O)NC1=NC=C(C(=C1)C1=NN(C=C1)C)C)F